(2R,4R)-N1-(5-chlorothien-2-yl)-N2-(5-(3-cyclopropyl-1-((R)-1,1-dimethylethylsulfinamido)-1-(pyridin-4-yl)propyl)-2-fluorophenyl)-4-methoxypyrrolidine-1,2-dicarboxamide ClC1=CC=C(S1)NC(=O)N1[C@H](C[C@H](C1)OC)C(=O)NC1=C(C=CC(=C1)C(CCC1CC1)(C1=CC=NC=C1)N[S@](=O)C(C)(C)C)F